C1(CCCCC1)P(C1=C(C=CC=C1)C1=C(C=CC=C1OC)OC)C1CCCCC1 dicyclohexyl-[2-(2,6-dimethoxyphenyl)phenyl]Phosphane